C(C)(C)(C)NC(=O)C1=NC=CC(=C1)NC(CC=1C=C(C=CC1OC)CCC(=O)O)=O 3-[3-[2-[[2-(tert-butylcarbamoyl)-4-pyridinyl]amino]-2-oxo-ethyl]-4-methoxy-phenyl]propionic acid